C(C1=CC=CC=C1)OC1=CC=C(C=C1)C=1OC2=C(C1)C(=C(C=C2)C(C)=O)O 1-(2-(4-(benzyloxy)phenyl)-4-hydroxybenzofuran-5-yl)ethan-1-one